1-(4-fluoro-3-(trifluoromethyl)phenyl)cyclopropane-1-amine FC1=C(C=C(C=C1)C1(CC1)N)C(F)(F)F